N-(2,3-dimethylbut-2-yl)benzene-1,2-diamine CC(C)(C(C)C)NC=1C(=CC=CC1)N